C(=O)(O)CNC1=C(CCC(C1)(CO)O)OC 3-[(carboxymethyl)amino]-5-hydroxy-5-(hydroxymethyl)-2-methoxy-2-cyclohexene